(S)-4-chloro-2-methyl-1-(1-phenylethyl)benzene ClC1=CC(=C(C=C1)[C@@H](C)C1=CC=CC=C1)C